N-(5-chloro-2-{1,9-dioxa-4-azaspiro[5.5]undecan-4-yl}phenyl)-2,3-dihydro-1H-indene-5-sulfonamide ClC=1C=CC(=C(C1)NS(=O)(=O)C=1C=C2CCCC2=CC1)N1CCOC2(C1)CCOCC2